CC1=CC(=NS1)CC(=O)O 2-(5-methylisothiazol-3-yl)acetic acid